C(=CC1=CC=CC=C1)C(C(C(O)C=CC1=CC=CC=C1)O)O distyrylglycerol